CC1(O[C@H]2[C@H]([C@H](OC[C@@H]2NC2=NC=CC(=N2)C(F)(F)F)CN2N=CC(=C2)CO)O1)C (1-(((3aS,4R,7S,7aR)-2,2-dimethyl-7-((4-(trifluoromethyl)pyrimidin-2-yl)amino)tetrahydro-4H-[1,3]dioxolo[4,5-c]pyran-4-yl)methyl)-1H-pyrazol-4-yl)methanol